BrC1=C(C(=CC(=C1)C(C(F)(F)F)(C(F)(F)F)F)Br)NC(C1=C(C=CC=C1)F)=O N-[2,6-dibromo-4-(perfluoropropan-2-yl)phenyl]-2-fluorobenzamide